ClC1=C(C=CC=C1)CC(=O)C1=CC=C(C=C1)C 2-(2-chlorophenyl)-1-(p-tolyl)ethan-1-one